6-Acetyl-2-{5-[3-(1-amino-1-methyl-ethyl)-pyrrolidin-1-yl]-pyridin-2-ylamino}-8-cyclopentyl-5-methyl-8H-pyrido[2,3-d]pyrimidin-7-one C(C)(=O)C1=C(C2=C(N=C(N=C2)NC2=NC=C(C=C2)N2CC(CC2)C(C)(C)N)N(C1=O)C1CCCC1)C